N-(trans-4-((5-(3-(2,2-Difluoroethyl)-2-methyl-3H-imidazo[4,5-b]pyridin-5-yl)pyrrolo[2,1-f][1,2,4]triazin-2-yl)amino)cyclohexyl)acetamide FC(CN1C(=NC=2C1=NC(=CC2)C=2C=CN1N=C(N=CC12)N[C@@H]1CC[C@H](CC1)NC(C)=O)C)F